methyl (Z)-1-(4-amino-2-fluorobut-2-en-1-yl)-4-(3-(N-(tert-butyl)sulfamoyl)phenyl)-1H-benzo[d][1,2,3]triazol-6-carboxylate NC\C=C(\CN1N=NC2=C1C=C(C=C2C2=CC(=CC=C2)S(NC(C)(C)C)(=O)=O)C(=O)OC)/F